C(C)C1=NC(=CC=C1N1C[C@H](CC(C1)(F)F)CC(=O)OC)C=1N=NN(C1COS(=O)(=O)C)C methyl (S)-2-(1-(2-ethyl-6-(1-methyl-5-(((methylsulfonyl)oxy)methyl)-1H-1,2,3-triazol-4-yl)pyridin-3-yl)-5,5-difluoropiperidin-3-yl)acetate